tert-butyl (3R,4R)-4-{[5-chloro-7-(1-ethylcyclopropyl)imidazo[4,3-f][1,2,4]triazin-2-yl]amino}-3-fluoropiperidine-1-carboxylate ClC=1N=C(N2N=C(N=CC21)N[C@H]2[C@@H](CN(CC2)C(=O)OC(C)(C)C)F)C2(CC2)CC